C(\C=C/C(=O)[O-])(=O)OCC(C)OC(\C=C/C(=O)[O-])=O 1,2-propylene bismaleate